[2-(2,6-diisopropylphenyl)-5-mesitylimidazo[1,5-a]pyridin-3-ylidene]dichloropalladium(II) C(C)(C)C1=C(C(=CC=C1)C(C)C)N1C(N2C(C=CC=C2C2=C(C=C(C=C2C)C)C)=C1)=[Pd-2](Cl)Cl